1-(3-(1-methyl-1H-tetrazol-5-yl)propyl)-1H-imidazole-2-carboxylic acid CN1N=NN=C1CCCN1C(=NC=C1)C(=O)O